7-{5-[(3R)-3-[(4-fluorophenyl)methyl]piperidine-1-carbonyl]-2,4-dimethylphenyl}-5-(trifluoromethyl)pyrrolo[2,1-f][1,2,4]triazin-4-amine FC1=CC=C(C=C1)C[C@@H]1CN(CCC1)C(=O)C=1C(=CC(=C(C1)C1=CC(=C2C(=NC=NN21)N)C(F)(F)F)C)C